N1(CCCC1)C1=C(CN2CCC3(CCN3C(=O)N3N=CN=C3)CC2)C=CC(=C1)C(F)(F)F (7-(2-(pyrrolidin-1-yl)-4-(trifluoromethyl)benzyl)-1,7-diazaspiro[3.5]nonan-1-yl)(1H-1,2,4-triazol-1-yl)methanone